C(C)C1=CN=NC(=C1CC)CC 4,5,6-triethylpyridazine